(1S,2S,3R,4S)-3-((tert-butoxycarbonyl)amino)-5-hydroxybicyclo[2.2.1]heptane-2-carboxylic acid methyl ester COC(=O)[C@H]1[C@@H]2CC([C@H]([C@H]1NC(=O)OC(C)(C)C)C2)O